(S)-1-cyano-N-(6-(3-(trifluoromethyl)-1H-pyrazol-4-yl)benzo[d]thiazol-2-yl)pyrrolidine-3-carboxamide C(#N)N1C[C@H](CC1)C(=O)NC=1SC2=C(N1)C=CC(=C2)C=2C(=NNC2)C(F)(F)F